Dodecyl-carboxymethyl-hydroxyethyl-imidazolinium C(CCCCCCCCCCC)C=1[N+](CCN1)(CCO)CC(=O)O